OC1=CC(=C(C=CC2=CC([C@@H]3C([C@H]2C3)(C)C)=O)C=C1)OC (1s,5r)-4-(4-hydroxy-2-methoxystyryl)-6,6-dimethylbicyclo[3.1.1]hept-3-en-2-one